N[C@@](C(=O)O)(CCCCB(O)O)C1CC(C1)NCC=1C=CC2=C(CCO2)C1 (S)-2-amino-6-borono-2-((1S,3R)-3-((2,3-dihydrobenzofuran-5-yl)methylamino)cyclobutyl)hexanoic acid